C(C1=CC=CC=2NN=NC21)C2=CC=CC=1NN=NC12 methylenebisbenzotriazol